(S)-2-((((9H-fluoren-9-yl)methoxy)carbonyl)amino)hept-6-enoic acid C1=CC=CC=2C3=CC=CC=C3C(C12)COC(=O)N[C@H](C(=O)O)CCCC=C